N-(2-fluorophenyl)-4-[5-(trifluoromethyl)-1,2,4-oxadiazin-3-yl]benzamide FC1=C(C=CC=C1)NC(C1=CC=C(C=C1)C=1NOC=C(N1)C(F)(F)F)=O